COC(=O)C1COC2=C1C=CC(=C2)N2CCN(CC2)C(=O)OC(C)(C)C tert-butyl 4-(3-(methoxycarbonyl)-2,3-dihydrobenzofuran-6-yl)piperazine-1-Carboxylate